(Z)-3-bromo-3-(m-methylphenyl)acrolein Br\C(=C/C=O)\C1=CC(=CC=C1)C